N[C@@H](CO)C(F)(F)C1=C(C=2N=NN=C(C2S1)NCC=1SC=CC1)Br (S)-2-amino-3-(7-bromo-4-((thiophen-2-ylmethyl)amino)thieno[3,2-d][1,2,3]triazin-6-yl)-3,3-difluoropropan-1-ol